FC1=C(C(=CC(=C1)[N+](=O)[O-])C)O 2-fluoro-6-methyl-4-nitrophenol